C(C)(C)(C)C1=C(N)C=CC(=C1)C(C)(C)C 2,4-di-tert-butylaniline